CC(C)(C#C)O 2-Methyl-but-3-yn-2-ol